1-(4-(aminomethyl)-1-oxo-1,2-dihydrophthalazin-6-yl)-N-(4-methoxy-5,6,7,8-tetrahydroquinolin-8-yl)-N-((5-(trifluoromethyl)pyridin-2-yl)methyl)cyclopropane-1-carboxamide NCC1=NNC(C2=CC=C(C=C12)C1(CC1)C(=O)N(CC1=NC=C(C=C1)C(F)(F)F)C1CCCC=2C(=CC=NC12)OC)=O